3,5-di-tert-butyl-4-hydroxy-phenylpropionic acid ethyl ester C(C)OC(C(C)C1=CC(=C(C(=C1)C(C)(C)C)O)C(C)(C)C)=O